CC1=C(C=CC=C1C)[C@@H](C)C=1NC=NC1 |r| (RS)-4-[1-(2,3-dimethylphenyl)ethyl]-3H-imidazole